methyl 9-((2-((tert-butoxycarbonyl)amino)ethyl)amino)-3-methoxythieno[3,2-f]quinoxaline-8-carboxylate C(C)(C)(C)OC(=O)NCCNC1=C(SC2=C1C=1N=CC(=NC1C=C2)OC)C(=O)OC